C(C)(C)[C@H]1[C@@H](CC(CC1)C)C1=C(C=C(C=C1O)CCCCC)O 2-((1R,2S)-2-isopropyl-5-methylcyclohexyl)-5-pentylbenzene-1,3-diol